stearoyl-dimethyl-amyl-amine chloride [Cl-].C(CCCCCCCCCCCCCCCCC)(=O)CCCCCN(C)C